ethyl 6-((7-hydroxy-3-iodo-5-((methoxycarbonyl)amino)-1H-pyrazolo[4,3-d]pyrimidin-1-yl)methyl)-5-methoxynicotinate OC=1C2=C(N=C(N1)NC(=O)OC)C(=NN2CC2=NC=C(C(=O)OCC)C=C2OC)I